2-((6-((3-chloro-5-cyano-6-((3R,4S,5S)-4-fluoro-3,5-dimethylpiperidin-1-yl)pyridin-2-yl)amino)-1-methyl-2-oxo-1,2-dihydroquinolin-3-yl)oxy)-N-methylacetamide ClC=1C(=NC(=C(C1)C#N)N1C[C@H](C([C@H](C1)C)F)C)NC=1C=C2C=C(C(N(C2=CC1)C)=O)OCC(=O)NC